(1-Methyl-1H-benzo[d]imidazol-5-yl)methanol CN1C=NC2=C1C=CC(=C2)CO